CC=1C=C(OC=2C=C(C(=O)N3CCN(CC3)CC3=NC4=C(N3C[C@H]3OCC3)C=C(C=C4)C(=O)O)C=CC2)C=CC1 2-({4-[3-(3-methylphenoxy)benzoyl]piperazin-1-yl}methyl)-1-{[(2S)-oxetan-2-yl]methyl}-1H-1,3-benzodiazole-6-carboxylic acid